F\C=C(/C#C[Si](C(C)C)(C(C)C)C(C)C)\C1=C(C=C(C=C1)OCOC)C1=CC=2N=C(N=CC2C(=N1)N1C2(CC2)CCC1)SC 4-(7-{2-[(1Z)-1-fluoro-4-(triisopropylsilyl)but-1-en-3-yn-2-yl]-5-(methoxymethoxy)phenyl}-2-(methylsulfanyl)pyrido[4,3-d]pyrimidin-5-yl)-4-azaspiro[2.4]heptane